C12CN(CC(CC1)N2)C2=NC(=NC1=C(C(=C(C=C21)C(F)(F)F)C2=CC=C(C=1SC(=C(C12)C#N)N)F)F)OCC1(COC1)CC 4-(4-(3,8-diazabicyclo[3.2.1]octan-3-yl)-2-((3-ethyloxetan-3-yl)methoxy)-8-fluoro-6-(trifluoromethyl)quinazolin-7-yl)-2-amino-7-fluorobenzo[b]thiophen-3-carbonitrile